ClC=1C=C(OC2C(C(C2(C)C)NC(=O)C=2C=NNC2)(C)C)C=CC1C#N N-((1r,3r)-3-(3-chloro-4-cyanophenoxy)-2,2,4,4-tetramethylcyclobutyl)-1H-pyrazole-4-carboxamide